2-[[2-[(2-Aminoethyl)amino]ethyl]amino]ethanol NCCNCCNCCO